NC(C1=CC=C(OCC(=O)N(CC2=CC(=C(C(=C2)OCCCCCCCCCCCCCCCCCCCCCC)OCCCCCCCCCCCCCCCCCCCCCC)OCCCCCCCCCCCCCCCCCCCCCC)CC2=CC(=C(C(=C2)OCCCCCCCCCCCCCCCCCCCCCC)OCCCCCCCCCCCCCCCCCCCCCC)OCCCCCCCCCCCCCCCCCCCCCC)C=C1)C1=C(C=C(C=C1)OC)OC 2-[4-[Amino-(2,4-dimethoxyphenyl)methyl]phenoxy]-N,N-bis[[3,4,5-tri(docosoxy)phenyl]methyl]acetamide